BrC=1SC2=C(N1)CCC(C2O)(C)C 2-bromo-6,6-dimethyl-4,5,6,7-tetrahydrobenzo[d]thiazol-7-ol